perfluorodecyl-acrylic acid FC(=C(C(=O)O)C(C(C(C(C(C(C(C(C(C(F)(F)F)(F)F)(F)F)(F)F)(F)F)(F)F)(F)F)(F)F)(F)F)(F)F)F